C(C)C(COP(=O)(OCC(CCCC)CC)C1(C(C=CC=C1)CC(=O)O)O)CCCC 2-(di-((2-ethylhexyl)oxy)phosphoryl)-2-hydroxyphenylacetic acid